5-[[[(3R)-morpholine-3-carbonyl]amino]methyl]pyridine-2-carboxylic acid methyl ester hydrochloride Cl.COC(=O)C1=NC=C(C=C1)CNC(=O)[C@@H]1NCCOC1